C(C)(=O)N1CC(CCC1)CNC1CCN(CC1)C1=C(C=CC=C1)/C=C/C(=O)NO (E)-3-(2-(4-(((1-acetylpiperidin-3-yl)methyl)amino)piperidin-1-yl)phenyl)-N-hydroxyacrylamide